O=C1C(O)=C([O-])[C@H](O1)[C@@H](O)CO.[Ca+2].OC=1[C@H](OC(C1O)=O)[C@H](CO)O.O=C1C(O)=C([O-])[C@H](O1)[C@@H](O)CO Vitamin C calcium ascorbate